ClC=1C=C2C(=CC1)NC(C21CCN(CC1)CCOC=1C=NC=2N(C(CCC2C1)=O)C1CC(C1)(C)O)=O 5-chloro-1'-[2-({7-oxo-8-[(trans)-3-hydroxy-3-methylcyclobutyl]-5,6,7,8-tetrahydro-1,8-naphthyridin-3-yl}oxy)ethyl]-1,2-dihydrospiro[indole-3,4'-piperidin]-2-one